(S)-tert-butyl 4-((trans)-4-(4-amino-5-iodo-7H-pyrrolo[2,3-d]pyrimidin-7-yl) cyclohexyl)-2-methylpiperazine-1-carboxylate NC=1C2=C(N=CN1)N(C=C2I)[C@@H]2CC[C@H](CC2)N2C[C@@H](N(CC2)C(=O)OC(C)(C)C)C